tert-butyl N-[(1S)-3-[(5-bromo-2-methyl-3-pyridyl)amino]-3-oxo-1-phenyl-propyl]carbamate BrC=1C=C(C(=NC1)C)NC(C[C@@H](C1=CC=CC=C1)NC(OC(C)(C)C)=O)=O